ClC1=CC=2N(C3=CC=CC=C3C2C=C1)C1=C(C=CC=C1)C1=CC=CC=C1 2-chloro-9-(biphenyl-2-yl)carbazole